NC1=NC=C(C2=C1C(=C(S2)C2=C(C=C(C=C2)NC(C(=C)C)=O)C)C2=CC(=C(C=C2)OC2=NC=CC(=N2)C)F)C2=NC=C(C=C2)F N-(4-(4-amino-3-(3-fluoro-4-((4-methylpyrimidin-2-yl)oxy)phenyl)-7-(5-fluoropyridin-2-yl)thieno[3,2-c]pyridin-2-yl)-3-methylphenyl)methacrylamide